The molecule is a member of the class of propanals obtained by the reduction of the carboxylic group of lactic acid (2-hydroxypropanoic acid). It has a role as a mouse metabolite. It is a hydroxyaldehyde and a member of propanals. CC(C=O)O